C1=CC=CC=2C3=CC=CC=C3C(C12)COC(=O)N[C@H](C(=O)[O-])CC=1C=NC(=CC1)C1=C(C=CC=C1)C (S)-2-((((9H-Fluoren-9-yl)methoxy)carbonyl)amino)-3-(6-(o-tolyl)pyridin-3-yl)propanoate